hydrazinobenzene phosphorus [P].N(N)C1=CC=CC=C1